N1(N=NC=C1)C[C@@H](C)NC(OC(C)(C)C)=O tert-butyl (R)-(1-(1H-1,2,3-triazol-1-yl)propan-2-yl)carbamate